ClCC1=C(C=CC=C1)OC 1-(chloromethyl)-2-methoxy-benzene